pentaerythritol tetrakis(3-dodecylthiopropionate) didodecyl-thiodipropionate C(CCCCCCCCCCC)C(C(=O)O)(CSCCC(=O)O)CCCCCCCCCCCC.C(CCCCCCCCCCC)CCC(=S)O.C(CCCCCCCCCCC)CCC(=S)O.C(CCCCCCCCCCC)CCC(=S)O.C(CCCCCCCCCCC)CCC(=S)O.OCC(CO)(CO)CO